tert-butyl 7-((1-(4-((2,6-dioxopiperidin-3-yl)amino)phenyl)piperidin-4-yl)methyl)-2,7-diazaspiro[4.4]nonane-2-carboxylate O=C1NC(CCC1NC1=CC=C(C=C1)N1CCC(CC1)CN1CC2(CCN(C2)C(=O)OC(C)(C)C)CC1)=O